C(CCCCCCC\C=C/CCCCCCCC)(=O)OC methyl (Z)-octadeca-9-enoate